CC1=NC(=CC=C1)C#CC1=CC=CC=C1 2-Methyl-6-(phenylethynyl)-pyridine